FC1=C(C=CC=2C=3N(C(NC12)=O)C=NC3)CN3CCN(CC3)C=3C(=NC(=CC3)C(NC)=O)F 7-fluoro-8-((4-(2-fluoro-6-(methylcarbamoyl)pyridin-3-yl)piperazin-1-yl)methyl)imidazo[1,5-c]quinazolin-5(6H)-one